Cl.N1(CCNCC1)C1=NN(C2=CC=CC=C12)S(=O)(=O)C1=CC=C(C)C=C1 3-(piperazin-1-yl)-1-tosyl-1H-indazole hydrochloride